ClC1=CC=C(N=N1)N(C)C 6-chloro-N,N-dimethyl-pyridazin-3-amine